CC(C(=O)N)(C)N1CCOCC1 methyl-2-morpholinopropanamide